(R)-N-((5-fluoro-2-methoxypyridin-3-yl)methylene)-2-methylpropane-2-sulfinamide FC=1C=C(C(=NC1)OC)C=N[S@](=O)C(C)(C)C